tert-butyl (R)-3-(6-chloro-2-(4-(oxetane-3-yl)piperazine-1-carbonyl)-1,2,3,4-Tetrahydroisoquinolin-8-yl)morpholine-4-carboxylate ClC=1C=C2CCN(CC2=C(C1)[C@H]1N(CCOC1)C(=O)OC(C)(C)C)C(=O)N1CCN(CC1)C1COC1